N-(2,2-dimethyltetrahydro-2H-pyran-4-yl)-1-(pyridin-4-yl)imidazo[1,5-a]pyridine-3-carboxamide CC1(OCCC(C1)NC(=O)C1=NC(=C2N1C=CC=C2)C2=CC=NC=C2)C